bis(2-(2-hydroxyethoxy)ethyl)thiourea OCCOCCNC(NCCOCCO)=S